9-methyl-15-(5-methyl-4-prop-2-enoyl-2,3-dihydroquinoxalin-1-yl)-2,5,6,9,13,19,20-heptazatetracyclo[11.6.2.13,6.017,21]docosa-1(19),3(22),4,15,17,20-hexaen-14-one CN1CCN2N=CC(NC3=NC=C4C=C(C(N(CCC1)C4=N3)=O)N3CCN(C4=C(C=CC=C34)C)C(C=C)=O)=C2